C(C)C1(CC2=CC=CC=C2C1)C1=NNN=C1 4-(2-Ethylindan-2-yl)-2H-1,2,3-triazole